ClC1=CC2=C([C@@H](CO2)NC)C=C1 (S)-6-chloro-N-methyl-2,3-dihydrobenzo-furan-3-amine